6-(benzyloxy)-20-nitro-6,18-bis(trifluoromethyl)-10,22-dioxa-3,4,16,21-tetraazatetracyclo[15.3.1.12,5.012,16]docosa-1(21),2,4,17,19-pentaene C(C1=CC=CC=C1)OC1(C2=NN=C(C=3C(=CC(=C(N4CCCC4COCCC1)N3)C(F)(F)F)[N+](=O)[O-])O2)C(F)(F)F